BrC1=C(C=C(C=C1Cl)F)Cl 2-bromo-1,3-dichloro-5-fluorobenzene